C(C)(C)(C)OC(=O)NC(C[C@H]1CN([C@H]2C[C@@H]12)C(=O)OC(C)(C)C)C(=O)OC tert-butyl (1S,4R,5S)-4-(2-((tert-butyloxycarbonyl)amino)-3-methoxy-3-oxopropyl)-2-azabicyclo[3.1.0]hexane-2-carboxylate